bis(dimethylfluorenyl)naphthyltriazine CC=1C(=C(C=2CC3=CC=CC=C3C2C1)C1=C(C(=NN=N1)C1=CC=CC2=CC=CC=C12)C1=C(C(=CC=2C3=CC=CC=C3CC12)C)C)C